6-(4-chlorophenyl)-N-[(4-methyl-2-morpholino-3-pyridyl)methyl]pyridazine-4-carboxamide ClC1=CC=C(C=C1)C1=CC(=CN=N1)C(=O)NCC=1C(=NC=CC1C)N1CCOCC1